4-(2-morpholinoethyloxy)phenyl-2,4-pyrimidinediamine O1CCN(CC1)CCOC1=CC=C(C=C1)C=1C(=NC(=NC1)N)N